C(=O)(OC(C)(C)C)OB(O)C1=CC=C(C=C1)CN (boc)-(4-(aminomethyl)phenyl)boronic acid